1-(6-bromopyridin-2-yl)-N,N-bis(4-methoxybenzyl)-2-methyl-1-oxopropane-2-sulfonamide BrC1=CC=CC(=N1)C(C(C)(S(=O)(=O)N(CC1=CC=C(C=C1)OC)CC1=CC=C(C=C1)OC)C)=O